methyl (2S)-2-allyloxy-3-methoxy-propanoate C(C=C)O[C@H](C(=O)OC)COC